4-methyl-1-(2-((2-methylquinazolin-4-yl)oxy)ethyl)piperidin-4-ol hydrochloride Cl.CC1(CCN(CC1)CCOC1=NC(=NC2=CC=CC=C12)C)O